4-(4-methanesulfonylphenyl)-4-oxo-N-[(1s,4s)-4-{[6-chloro-2-(trifluoromethyl)quinolin-4-yl]amino}cyclohexyl]butanamide CS(=O)(=O)C1=CC=C(C=C1)C(CCC(=O)NC1CCC(CC1)NC1=CC(=NC2=CC=C(C=C12)Cl)C(F)(F)F)=O